C(C)(C)(C)OC(NC1=CC(=CC=C1)OCC1=C(C(=C(C=C1)C)Br)F)=O (3-((3-bromo-2-fluoro-4-methylbenzyl)oxy)phenyl)carbamic acid tert-butyl ester